(3S)-3-amino-2-hydroxy-4-((S)-2-oxopyrrolidin-3-yl)butanamide N[C@H](C(C(=O)N)O)C[C@H]1C(NCC1)=O